O1C(NC2=C1C=CC(=C2)C2(NC(=NC=C2C)NC=2C=C1CN(CC1=CC2)CC(C)C)N)=O 4-(benzo[d]oxazol-2(3H)-one-5-yl)-N2-(2-isobutylisoindolin-5-yl)-5-methylpyrimidine-2,4-diamine